[3-[4-[1-[3,5-dichloro-4-(3-chloropropoxy)phenyl]-1-methyl-ethyl]phenyl]isoxazol-5-yl]methanamine ClC=1C=C(C=C(C1OCCCCl)Cl)C(C)(C)C1=CC=C(C=C1)C1=NOC(=C1)CN